C(CCCCCCC\C=C/CCCCCCCC)C(C(=O)O)CCCCCC\C=C/CCCCCCCC Oleyl-(oleic acid)